1-(3,5-dimethoxyphenyl)-1,2,3,4-tetrahydro-β-carboline COC=1C=C(C=C(C1)OC)C1NCCC=2C3=CC=CC=C3NC12